(2R)-2-(4-fluorophenyl)-N-{4-[3-(pyridin-2-yl)-1H-pyrrolo[3,2-b]pyridin-2-yl]pyridin-2-yl}propanamide FC1=CC=C(C=C1)[C@H](C(=O)NC1=NC=CC(=C1)C1=C(C2=NC=CC=C2N1)C1=NC=CC=C1)C